2,3-diaminoterephthalonitrile NC1=C(C#N)C=CC(=C1N)C#N